ClC1=C(C(=CC=C1C(=O)C=1C(=NN(C1O)C)C1CC1)C(F)(F)F)N1C(CCCC1)=O 1-(2-Chloro-3-(3-cyclopropyl-5-hydroxy-1-methyl-1H-pyrazol-4-carbonyl)-6-(trifluoromethyl)phenyl)piperidin-2-on